2-(trans-4-((5-(Imidazo[1,2-a]pyrimidin-6-yl)-4-methoxypyrrolo[2,1-f][1,2,4]triazin-2-yl)amino)cyclohexyl)propan-2-ol N=1C=CN2C1N=CC(=C2)C=2C=CN1N=C(N=C(C12)OC)N[C@@H]1CC[C@H](CC1)C(C)(C)O